4-((9H-fluoren-2-yl)amino-2-(naphthalen-2-yl)quinazolin-6-yl)-3,4-dichlorobenzamide C1=C(C=CC=2C3=CC=CC=C3CC12)NC1=NC(=NC2=CC=C(C=C12)C1(C(C=C(C(=O)N)C=C1)Cl)Cl)C1=CC2=CC=CC=C2C=C1